C1=CC=CC=2C3=CC=CC=C3C(C12)COC(=O)N([C@H](C(=O)[O-])COC(C1=CC=CC=C1)(C1=CC=C(C=C1)OC)C1=CC=C(C=C1)OC)C.C(C)[NH+](C(C)C)C(C)C N-ethyl-N-isopropylpropan-2-aminium (S)-2-((((9H-fluoren-9-yl)methoxy)carbonyl)(methyl)amino)-3-(bis(4-methoxyphenyl)(phenyl)methoxy)propanoate